3-(1-oxo-5-(4-(piperidine-4-carbonyl)piperazin-1-yl)isoindolin-2-yl)piperidine-2,6-dione O=C1N(CC2=CC(=CC=C12)N1CCN(CC1)C(=O)C1CCNCC1)C1C(NC(CC1)=O)=O